OCC[N+](C)(C)C.C(CCCCCCCC(=O)[O-])(=O)[O-].OCC[N+](C)(C)C azelaic acid choline salt